BrC=1C=C2C=NC(=NC2=CC1C(F)(F)P(OCC)(OCC)=O)NCCCS(=O)(=O)C diethyl ((6-bromo-2-((3-(methylsulfonyl)propyl)amino)quinazolin-7-yl)difluoromethyl)phosphonate